(1H-tetrazol-5-yl) methylacrylate CC(C(=O)OC1=NN=NN1)=C